BrC1=C(C=C2N=C(C=3N(C2=C1)C=NC3C)O)Cl 8-bromo-7-chloro-3-methylimidazo[1,5-a]quinoxalin-4-ol